tert-Butyl (R)-3-(4-(3-amino-1-(3-((tert-butoxycarbonyl)amino)propyl)-1H-pyrazol-4-yl)-3-fluorophenoxy)-2-((tert-butyldimethylsilyl)oxy)propanoate NC1=NN(C=C1C1=C(C=C(OC[C@H](C(=O)OC(C)(C)C)O[Si](C)(C)C(C)(C)C)C=C1)F)CCCNC(=O)OC(C)(C)C